Methyl ((4-bromophenoxy)((cis-3-(2,6-diamino-9H-purin-9-yl)cyclobutyl)methoxy)phosphoryl)-L-alaninate BrC1=CC=C(OP(=O)(OC[C@@H]2C[C@@H](C2)N2C3=NC(=NC(=C3N=C2)N)N)N[C@@H](C)C(=O)OC)C=C1